5-ethyl-1,3-dioxan-5-yl methacrylate C(C(=C)C)(=O)OC1(COCOC1)CC